N-((1R,3r,5S,6r)-3-(6-chloro-1H-indazol-4-yl)-3-hydroxybicyclo[3.1.0]hexan-6-yl)-[1,1'-biphenyl]-3-carboxamide ClC1=CC(=C2C=NNC2=C1)C1(C[C@H]2C([C@H]2C1)NC(=O)C=1C=C(C=CC1)C1=CC=CC=C1)O